C(C=C)(=O)N1C(CN(CC1)C=1N=C2C(=NC1)NC=C2C(=O)N[C@@H](COC)CC)(C)C |r| Racemic-2-(4-acryloyl-3,3-di-methylpiperazin-1-yl)-N-(1-methoxybutan-2-yl)-5H-pyrrolo[2,3-b]pyrazine-7-carboxamide